4-((2R,3S,4S,5R)-3-(3-fluoro-4-hydroxy-2-methoxyphenyl)-4,5-dimethyl-5-(trifluoromethyl)tetrahydrofuran-2-carboxamido)picolinamide FC=1C(=C(C=CC1O)[C@H]1[C@@H](O[C@]([C@H]1C)(C(F)(F)F)C)C(=O)NC1=CC(=NC=C1)C(=O)N)OC